1,1,7-Trimethyl-4-methylenedecahydro-1H-cyclopropa[e]azulene CC1(C2C3C(CCC3C(CCC21)=C)C)C